C[C@H]1N(CCOC1)C=1C=C2C3=C(N(N=C3CCN(C2)S(=O)(=O)CCO)C2=NNC=C2)N1 (R)-2-((4-(3-methylmorpholinyl)-2-(1H-pyrazol-3-yl)-2,6,8,9-tetrahydro-7H-1,2,3,7-tetraazabenzo[cd]azulene-7-yl)sulfonyl)ethan-1-ol